(6-chloro-1H-pyrazolo[3,4-b]pyridin-4-yl)methanol ClC1=CC(=C2C(=N1)NN=C2)CO